7-((((S)-3,3-dimethylbutan-2-yl)amino)methyl)-3,3-dimethyl-2,3-dihydro-1H-pyrrolo[3,2-b]pyridine-5-carboxamide CC([C@H](C)NCC1=C2C(=NC(=C1)C(=O)N)C(CN2)(C)C)(C)C